2-[2-(8-chloro-4-oxo-chromen-2-yl)-5-(trifluoromethyl)phenoxy]acetic acid ClC=1C=CC=C2C(C=C(OC12)C1=C(OCC(=O)O)C=C(C=C1)C(F)(F)F)=O